CC(C(=O)OCC1C(C(C1)=C(C)C)(C)C)CC (3-Isopropylidene-2,2-Dimethylcyclobutyl)Methyl 2-Methylbutanoate